C(OC(CCCCCCCC\C=C/C\C=C/CCCCC)CCCCCCCC\C=C/C\C=C/CCCCC)(OC1=CC=C(C=C1)[N+](=O)[O-])=O (6Z,9Z,28Z,31Z)-heptatriaconta-6,9,28,31-tetraen-19-yl (4-nitrophenyl) carbonate